3-bromo-(pentafluorosulfanyl)benzene BrC=1C=C(C=CC1)S(F)(F)(F)(F)F